6-(cyclopropylethynyl)-1H-indole-2-carboxylic acid C1(CC1)C#CC1=CC=C2C=C(NC2=C1)C(=O)O